ClC1=CC=C(C=C1)C(C(C)NC(C1=CC=CC=C1)=O)=O N-(1-(4-chlorophenyl)-1-oxopropan-2-yl)benzamide